2-(But-3-en-1-yl)-4-fluoro-1-nitrobenzene C(CC=C)C1=C(C=CC(=C1)F)[N+](=O)[O-]